C(CC)C(CO)CCCCC 2-n-propyl-heptane-1-ol